CC(COC(CCC1=CC(=C(C(=C1)C)O)C(C)(C)C)=O)(C)C1OCC2(CO1)COC(OC2)C(COC(CCC2=CC(=C(C(=C2)C)O)C(C)(C)C)=O)(C)C 3,9-bis[1,1-dimethyl-2-[β-(3-t-butyl-4-hydroxy-5-methylphenyl)propionyloxy]ethyl]-2,4,8,10-tetra-oxaspiro[5.5]undecane